CC1(CCC(CC1)NC(=O)C1=CC=2C(=NC=CC2C(F)(F)F)N1)C N-(4,4-dimethylcyclohexyl)-4-(trifluoromethyl)-1H-pyrrolo[2,3-b]pyridine-2-carboxamide